3-methyl-2-oxabicyclo[2.2.2]oct-5-ene-4,8-diol CC1OC2C=CC1(C(C2)O)O